tris(3-aminobutyl)amine NC(CCN(CCC(C)N)CCC(C)N)C